Cl.C1(CC1)C(=O)C1=CC=C(N=N1)C(=O)NC([2H])([2H])[2H] 6-(cyclopropylcarbonyl)-N-(methyl-d3)pyridazine-3-carboxamide hydrochloride